(1-(3-(3,4-dichloro-phenyl)-1H-pyrazolo[3,4-b]-pyrazin-6-yl)-4-methylpiperidin-4-yl)methanamine ClC=1C=C(C=CC1Cl)C1=NNC2=NC(=CN=C21)N2CCC(CC2)(C)CN